O(C1=CC=CC=C1)CC(CC)=O phenoxybutan-2-one